BrC=1C=C(C(=CC1)C1=CC(=CC(=C1)[2H])[2H])[2H] 4-bromo-1,1'-biphenyl-2,3',5'-d3